[Cl-].C(C)[NH+]1CC(CCC1)CC 1,3-diethylpiperidinium chloride